2-isopropyl-5-methylphenol, sodium salt [Na].C(C)(C)C1=C(C=C(C=C1)C)O